ClC=1C(=C(C#N)C=C(C1)C(C)(C1=CC=C(C=C1)OCC1=NC(=NC=C1)SC)C)OCOCC[Si](C)(C)C 3-chloro-5-[1-methyl-1-[4-[(2-methylsulfanylpyrimidin-4-yl)methoxy]phenyl]ethyl]-2-(2-trimethylsilylethoxymethoxy)benzonitrile